ClCCC(=C(C1=CC=C(C=C1)O)C1=CC=C(OCCN(C)CC=2C=C3CN(C(C3=CC2F)=O)C2C(NC(CC2)=O)=O)C=C1)C1=CC=C(C=C1)O 3-(5-(((2-(4-(4-chloro-1,2-bis(4-hydroxyphenyl)but-1-en-1-yl)phenoxy)ethyl)(methyl)amino)methyl)-6-fluoro-1-oxoisoindolin-2-yl)piperidine-2,6-dione